CC1NC2=CC(=C(C=C2C(=O)N1C3=CC=CC=C3C)S(=O)(=O)N)Cl The molecule is a quinazoline that consists of 1,2,3,4-tetrahydroquinazolin-4-one bearing additional methyl, 2-tolyl, sulfamyl and chloro substituents at positions 2, 3, 6 and 7 respectively. A quinazoline diuretic, with properties similar to thiazide diuretics. It has a role as a diuretic, an antihypertensive agent and an ion transport inhibitor. It is a member of quinazolines, an organochlorine compound and a sulfonamide.